water, Monohydrate O.O